ClC=1C=C2C(=CN=C(C2=CN1)N1CC(C1)C(F)F)C(C)C 6-chloro-1-(3-(difluoromethyl)azetidin-1-yl)-4-isopropyl-2,7-naphthyridine